β-(3,4-epoxycyclohexyl)ethyl-trimethoxysilane tert-butyl(8-hydroxy-9H-purin-6-yl)carbamate C(C)(C)(C)N(C(O)=O)C1=C2N=C(NC2=NC=N1)O.C1(CC2C(CC1)O2)CC[Si](OC)(OC)OC